BrC1C(C2=CC(=C(C=C2C1)C)C)O 2-bromo-5,6-dimethylindan-1-ol